C1=CC=C(C=2SC3=C(C21)C=CC=C3)C=3C=C(C=CC3)C3=CC(=CC=C3)C3=C2C(=NC=N3)C3=C(O2)C=CC=2C=CC=CC23 8-[3'-(dibenzothiophen-4-yl)(1,1'-biphenyl-3-yl)]naphth[1',2':4,5]furo[3,2-d]pyrimidine